C(C=C)(=O)OC(C(OC(C(OC(C(OC(F)(F)F)(F)F)(F)F)(F)F)(F)F)(F)F)(F)F perfluoro-3,6,9-trioxadecyl acrylate